1-(4-fluoroindolin-1-yl)ethan-1-one Dimethyl-2-(7-bromo-3-oxo-1H-imidazo[1,5-a]indol-2(3H)-yl)glutarate COC(C(CCC(=O)OC)N1C(N2C(=CC=3C=C(C=CC23)Br)C1)=O)=O.FC1=C2CCN(C2=CC=C1)C(C)=O